1-methyl-3-(7-methylene-6-oxo-2,3,4,8,9,9a-hexahydro-1H-quinolizin-2-yl)-7-[4-(4-methylpiperazin-1-yl)anilino]-4H-pyrimido[4,5-d]pyrimidin-2-one CN1C(N(CC=2C1=NC(=NC2)NC2=CC=C(C=C2)N2CCN(CC2)C)C2CC1CCC(C(N1CC2)=O)=C)=O